1-(6-(2-methylbenzoyl)-9-ethylcarbazol-3-yl)-propane-1-one-oxime acetate C(C)(=O)O.CC1=C(C(=O)C=2C=C3C=4C=C(C=CC4N(C3=CC2)CC)C(CC)=NO)C=CC=C1